C(C)OC(NC(NC1=NC=C(C=C1)N1CC(C1)OC)=S)=O N-([5-(3-methoxyazetidin-1-yl)pyridin-2-yl]thiocarbamoyl)-carbamic acid ethyl ester